3-methyl-1-benzyl-3-(N,N-dimethylaminosulfonylmethyl)-2-oxo-indole CC1(C(N(C2=CC=CC=C12)CC1=CC=CC=C1)=O)CS(=O)(=O)N(C)C